(S)-2-(2-(4-(2-aminophenyl)-1H-1,2,3-triazol-1-yl)acetamido)-N-(4-methoxyphenyl)-N-methyl-3-phenylpropionamide NC1=C(C=CC=C1)C=1N=NN(C1)CC(=O)N[C@H](C(=O)N(C)C1=CC=C(C=C1)OC)CC1=CC=CC=C1